NC=1C=C(C=NC1C)NC(CCN1C2(CCC2)CCC1)=O N-(5-amino-6-methylpyridin-3-yl)-3-(5-azaspiro[3.4]octan-5-yl)propanamide